propyl 2-amino-3-(2-bromopyridin-4-yl)propanoate NC(C(=O)OCCC)CC1=CC(=NC=C1)Br